FC(C=1C=CC=C2C(C(NC12)=O)=O)(F)F 7-(trifluoromethyl)1H-indole-2,3-dione